C(C)NC(NC1=CC=C2C(=N1)NC=C2C2=C(C=CC=C2)OC)=O 3-ethyl-1-[3-(2-methoxyphenyl)-1H-pyrrolo[2,3-b]pyridin-6-yl]urea